N1(CCC[C@H]2CCCC[C@H]12)C([C@@H](CN(C)CC1=CC=CC=C1)N(CC1=CC=C(C=C1)OC)C1CC1)=O (2R)-1-[(4aR,8aS)-3,4,4a,5,6,7,8,8a-Octahydro-2H-quinolin-1-yl]-3-[benzyl(methyl)amino]-2-[cyclopropyl-[(4-methoxyphenyl)methyl]amino]propan-1-one